N-((3R,5S)-1-((difluoromethyl)sulfonyl)-5-(hydroxymethyl)pyrrolidin-3-yl)-2-(6-(6-((cis)-2,6-dimethylmorpholino)pyridin-2-yl)isoquinolin-3-yl)acetamide FC(S(=O)(=O)N1C[C@@H](C[C@H]1CO)NC(CC=1N=CC2=CC=C(C=C2C1)C1=NC(=CC=C1)N1C[C@@H](O[C@@H](C1)C)C)=O)F